benzyl-(S)-2-(((S)-2-((2,3-dihydrobenzofuran-5-yl)amino)-1-(4-methoxyphenyl)-2-oxoethyl)carbamoyl)pyrrolidine-1-carboxylate C(C1=CC=CC=C1)OC(=O)N1[C@@H](CCC1)C(N[C@H](C(=O)NC=1C=CC2=C(CCO2)C1)C1=CC=C(C=C1)OC)=O